5-chloro-N-[(4-fluorophenyl)-[5-methyl-4-(methylsulfonimidoyl)-1H-imidazol-2-yl]methyl]pyridin-2-amine ClC=1C=CC(=NC1)NC(C=1NC(=C(N1)S(=O)(=N)C)C)C1=CC=C(C=C1)F